C(#N)C=1C=C2C(=CNC2=CC1)CCCN1CCN(CC1)C1=NC=C(C=N1)C1=CC=CC(=N1)C(=O)N 6-(2-(4-(3-(5-cyano-1H-indol-3-yl)propyl)piperazin-1-yl)pyrimidin-5-yl)pyridine-2-carboxamide